COC1=C(C=CC=C1C(F)(F)F)[C@@H]1[C@@H](O[C@]([C@H]1C)(C(F)(F)F)C)C(=O)NC1=CC(=NC=C1)C(=O)N (2R,3R,4S,5R)-4-[[3-[2-Methoxy-3-(trifluoromethyl)phenyl]-4,5-dimethyl-5-(trifluoromethyl)tetrahydrofuran-2-carbonyl]amino]pyridin-2-carboxamid